4-(di-propylamino)cyclohexanone C(CC)N(C1CCC(CC1)=O)CCC